N-[[6-(2,1,3-benzoxadiazole-5-carbonyl)-6-azaspiro[2.5]octan-2-yl]methyl]furo[2,3-c]pyridine-2-carboxamide N=1ON=C2C1C=CC(=C2)C(=O)N2CCC1(C(C1)CNC(=O)C1=CC=3C(=CN=CC3)O1)CC2